3-(4-((1-cyclopropyl-3-(tetrahydro-2H-pyran-4-yl)-1H-pyrazol-4-yl)oxy)-1H-pyrrolo[2,3-b]pyridin-2-yl)cyclopent-3-en-1-ol C1(CC1)N1N=C(C(=C1)OC1=C2C(=NC=C1)NC(=C2)C=2CC(CC2)O)C2CCOCC2